NC1=CC=C(C=N1)N1CCN(CC1)C(=O)C1=CC=C(C=C1)C1=CC=C(C=C1)C(F)(F)F [4-(6-Amino-pyridin-3-yl)-piperazin-1-yl]-(4'-trifluoromethyl-biphenyl-4-yl)-methanone